OC1=C(C(N(C=C1)C)=O)NC(N[C@@H](CC(=O)OCC)C1=CC=C(C=C1)C1=C(C=CC=C1)C)=O Ethyl (S)-3-(3-(4-Hydroxy-1-methyl-2-oxo-1,2-dihydropyridin-3-yl)ureido)-3-(2'-methylbiphenyl-4-yl)propanoat